NC1=CC(=C(C=C1)N1CCC(CC1)N(C)C)OC(C)C 1-(4-amino-2-isopropoxyphenyl)-N,N-dimethylpiperidin-4-amine